1H-pyrazol-5-yl 4-(2-hydroxyethyl)piperazine-1-carboxylate OCCN1CCN(CC1)C(=O)OC1=CC=NN1